OCC[N+](CCCCCCCCCCCCC)(C)CCO Bis(2-hydroxyethyl)-methyl-tridecylazanium